1-deoxy-1-(p-toluidino)-beta-D-glucopyranose C1(=CC=C(C=C1)N[C@H]1[C@H](O)[C@@H](O)[C@H](O)[C@H](O1)CO)C